3,5-dimethyl-2-phenylphenol CC=1C(=C(C=C(C1)C)O)C1=CC=CC=C1